2-chloro-7-isopentyl-5,6,7,8-tetrahydro-1,6-naphthyridine ClC1=NC=2CC(NCC2C=C1)CCC(C)C